(R)-2-propylsuccinic acid C(CC)[C@@H](C(=O)O)CC(=O)O